C(C1(C2=CC=CC=C2C=2C=CC(=CC12)C=1C=CCC23C1SC=C2C=CC=C3)C([2H])([2H])[2H])([2H])([2H])[2H] 4-(9,9-bis(methyl-d3)-9H-fluoren-2-yl)dibenzo[b,c]thiophene